7-methoxy-1-methyl-1H-benzo[d]Imidazole-5-carboxylic acid isopropyl ester C(C)(C)OC(=O)C1=CC2=C(N(C=N2)C)C(=C1)OC